N-(5-(4-(ethylcarbamoyl)-2-methylphenyl)thiazolo[5,4-b]pyridin-2-yl)-5-(2-methoxyphenyl)pyridazine-4-carboxamide C(C)NC(=O)C1=CC(=C(C=C1)C1=CC=C2C(=N1)SC(=N2)NC(=O)C2=CN=NC=C2C2=C(C=CC=C2)OC)C